ClC=1C=CC2=C([C@H](C[C@H](O2)C(=O)N[C@H]2CO[C@@H](CC2)C=2OC(=NN2)[C@@H]2C[C@@H](C2)OC(F)(F)F)O)C1 (2S,4S)-6-chloro-4-hydroxy-N-[(3R,6S)-6-{5-[cis-3-(trifluoromethoxy)cyclobutyl]-1,3,4-oxadiazol-2-yl}oxan-3-yl]-3,4-dihydro-2H-1-benzopyran-2-carboxamide